1,2,4-oxadiazole-3-carboxamide 2-bromobenzoate BrC1=C(C(=O)O)C=CC=C1.O1N=C(N=C1)C(=O)N